ClC=1N(N=C2N=C(C=CC21)C2=C(C=C(C=C2C)C(F)(F)F)OCOCC)C[C@@H]2CC(N(C2)C2CC2)=O |r| (R and S)-4-((3-chloro-6-(2-(ethoxymethoxy)-6-methyl-4-(trifluoromethyl)phenyl)-2H-pyrazolo[3,4-b]pyridin-2-yl)methyl)-1-cyclopropylpyrrolidin-2-one